phenylbutyl isoselenocyanate C1(=CC=CC=C1)CCCCN=C=[Se]